(Z)-N-hydroxyacetamidine ON\C(\C)=N/[H]